(2R,3S)-N-tert-butoxycarbonyl-3-amino-1-chloro-2-hydroxy-4-phenylbutane C(C)(C)(C)OC(=O)N[C@H]([C@H](CCl)O)CC1=CC=CC=C1